N1N=CC(=C1)C1=CC=C(C=C1)NC1=NC(=NC=C1)C=1C=CC2=C(SC(=C2)C(=O)NCC(F)(F)F)C1 6-(4-((4-(1H-pyrazol-4-yl)phenyl)-amino)-pyrimidin-2-yl)-N-(2,2,2-trifluoroethyl)-benzo[b]-thiophene-2-carboxamide